Triethanolamine trioctanoate C(CCCCCCC)(=O)O.C(CCCCCCC)(=O)O.C(CCCCCCC)(=O)O.N(CCO)(CCO)CCO